2H-naphtho[1,2-b]pyran O1C2=C(C=CC1)C=CC1=CC=CC=C12